[Br-].C(C)(C)(C)C=1C=[N+](C=CC1)CC1=CC=C(C=C1)OC 3-(tert-butyl)-1-(4-methoxybenzyl)pyridin-1-ium bromide